ClC1=C(C(=CC=C1)F)C1=NOC(=C1C(=O)OC)\C=C(/C(C(F)(F)F)=O)\N(C)C Methyl (E)-3-(2-chloro-6-fluorophenyl)-5-(2-(dimethylamino)-4,4,4-trifluoro-3-oxobut-1-en-1-yl)isoxazole-4-carboxylate